6-[3-(Difluoromethyl)imidazo[4,5-c]pyridin-7-yl]-5-(methylamino)-3-(4-morpholinoanilino)pyrazine-2-carboxamide FC(N1C=NC2=C1C=NC=C2C2=C(N=C(C(=N2)C(=O)N)NC2=CC=C(C=C2)N2CCOCC2)NC)F